N-(4-((3-(1-(1-Amino-1-oxopropan-2-yl)-1H-pyrazol-4-yl)-2-methoxyphenyl)amino)-5-oxo-5,6-dihydro-1,6-naphthyridin-2-yl)cyclopropanecarboxamide Trifluoroacetic Acid Salt FC(C(=O)O)(F)F.NC(C(C)N1N=CC(=C1)C=1C(=C(C=CC1)NC1=CC(=NC=2C=CNC(C12)=O)NC(=O)C1CC1)OC)=O